COCCC(=O)OCC ethyl 3-methoxypropionate